C(C(C)C)N1CC(NCC1)C(=O)O 4-isobutylpiperazine-2-carboxylic acid